butyl (1R,5S,6r)-6-(methoxy(methyl)carbamoyl)-3-azabicyclo[3.1.0]hexane-3-carboxylate CON(C(=O)C1[C@H]2CN(C[C@@H]12)C(=O)OCCCC)C